5-O-(trans-3,4-dihydroxycinnamoyl)-D-quinic acid C1[C@H]([C@@H]([C@@H](C[C@]1(C(=O)O)O)OC(=O)/C=C/C2=CC(=C(C=C2)O)O)O)O